1-(4-fluorophenyl)-2-methoxy-ethanone FC1=CC=C(C=C1)C(COC)=O